(3-chloro-2,4-dimethyl-5,7-dihydropyrrolo[3,4-b]pyridin-6-yl)-[(3R)-1-(6-methoxy-3-pyridinyl)pyrrolidin-3-yl]methanone ClC=1C(=C2C(=NC1C)CN(C2)C(=O)[C@H]2CN(CC2)C=2C=NC(=CC2)OC)C